C12(CC(C1)C2)N2C(=NC1=C2C=C(C=C1F)C1=NC(=NC=C1Cl)N[C@@H]1C[C@H]2CO[C@@H]([C@H]1O)O2)C(C)(C)O (1S,3R,4S,5R)-3-((4-(1-(bicyclo[1.1.1]pentan-1-yl)-4-fluoro-2-(2-hydroxypropan-2-yl)-1H-benzo[d]imidazol-6-yl)-5-chloropyrimidin-2-yl)amino)-6,8-dioxabicyclo[3.2.1]octan-4-ol